6-(4-biphenylyl)methoxy-2-[2-(N,N-dimethylamino)ethyl]Tetrahydronaphthalene C1(=CC=C(C=C1)COC=1C=C2CCC(CC2=CC1)CCN(C)C)C1=CC=CC=C1